1-((S)-2-(3-((2-((3S,4R)-3-fluoro-4-methoxypiperidin-1-yl)pyrimidin-4-yl)amino)-8-(4-((methylsulfonyl)methyl)piperidin-1-yl)isoquinolin-5-yl)pyrrolidin-1-yl)prop-2-en-1-one F[C@H]1CN(CC[C@H]1OC)C1=NC=CC(=N1)NC=1N=CC2=C(C=CC(=C2C1)[C@H]1N(CCC1)C(C=C)=O)N1CCC(CC1)CS(=O)(=O)C